1-[2-[5-amino-8-(2-furyl)-1-methyl-2-oxo-[1,2,4]triazolo[5,1-f]purin-3-yl]ethyl]pyrazole-4-carboxamide NN1C=NC(=C2N3C(N=C12)N(C(N3C)=O)CCN3N=CC(=C3)C(=O)N)C=3OC=CC3